ClC=1C=2N(C=CC1)N=C(C2)[C@H]2N(CCC1=C2N=CN1)C(=O)C1=NC(=NN1C)C(F)F (S)-(4-(4-chloropyrazolo[1,5-a]pyridin-2-yl)-6,7-dihydro-1H-imidazo[4,5-c]pyridin-5(4H)-yl)(3-(difluoromethyl)-1-methyl-1H-1,2,4-triazol-5-yl)methanone